4-[(R)-amino([1-[(2R)-2,3-dihydroxypropanoyl]piperidin-4-yl])methyl]-2-chloro-5-hydroxybenzonitrile N[C@@H](C1=CC(=C(C#N)C=C1O)Cl)C1CCN(CC1)C([C@@H](CO)O)=O